ClC=1C=C(C=C(C1)Cl)N1CCN(CC1)S(=O)(=O)C1=CC=C(C=C1)NC(C=1C=C(C(=O)NCCO)C=CC1N(S(=O)(=O)C)C)=O N3-(4-((4-(3,5-dichlorophenyl)piperazin-1-yl)sulfonyl)phenyl)-N1-(2-hydroxyethyl)-4-(N-methylmethylsulfonamido)isophthalamide